decalin-2,3,6,7-tetracarboxylic acid C1C(C(CC2CC(C(CC12)C(=O)O)C(=O)O)C(=O)O)C(=O)O